NC=1SC(=C(N1)C(=O)OC)CC(C)C methyl 2-amino-5-isobutylthiazole-4-carboxylate